2'-(benzyloxy)-6-(piperazin-1-yl)-[2,3'-bipyridine] C(C1=CC=CC=C1)OC1=NC=CC=C1C1=NC(=CC=C1)N1CCNCC1